BrC1=CC=C(CBr)C=C1 4-bromobenzyl bromide